3-(7-(Hex-1-yn-1-yl)-2,4-dioxo-1,2,3,4-tetrahydro-5H-naphtho[1,2-b][1,4]diazepin-5-yl)benzonitrile C(#CCCCC)C1=CC2=C(NC(CC(N2C=2C=C(C#N)C=CC2)=O)=O)C2=CC=CC=C12